NC1=C(C(=CC(=C1)F)C1CCC(CC1)C(F)(F)F)C1=C(C=C(C(=C1)Cl)C(=O)NC1=CC(=NC=C1)C(F)(F)F)F 2'-amino-5-chloro-2,4'-difluoro-6'-(4-(trifluoromethyl)cyclohexyl)-N-(2-(trifluoromethyl)pyridin-4-yl)-[1,1'-biphenyl]-4-carboxamide